2,3,6,7,10,11-hexaazatriphenylene C1=NN=CC=2C3=CN=NC=C3C3=CN=NC=C3C12